2-[2-[2-[2-[2-[2-[2-[tert-butoxycarbonyl(methyl)amino]ethoxy] ethoxy]ethoxy]ethoxy]-ethoxy]ethoxy]ethyl 4-methylbenzenesulfonate CC1=CC=C(C=C1)S(=O)(=O)OCCOCCOCCOCCOCCOCCOCCN(C)C(=O)OC(C)(C)C